2-cyano-5-fluorobenzo[d]thiazole-7-carboxamide C(#N)C=1SC2=C(N1)C=C(C=C2C(=O)N)F